4-methyl-4-(selenocyanatomethyl)-2-(p-tolyl)isoquinoline-1,3(2H,4H)-dione CC1(C(N(C(C2=CC=CC=C12)=O)C1=CC=C(C=C1)C)=O)C[Se]C#N